OC1=C(C=C(C=C1)C1N(CC(CC1)C)C(C(=O)NC=1C=C(C(=NC1)NC(OC(C)(C)C)=O)C)=O)C tert-butyl N-[5-[[2-[2-(4-hydroxy-3-methyl-phenyl)-5-methyl-1-piperidyl]-2-oxo-acetyl]amino]-3-methyl-2-pyridyl]carbamate